C(CCCCCCC)OC(C(=C(C1=CC=CC=C1)C1=CC=CC=C1)C#N)=O 2-cyano-3,3-diphenyl-acrylic acid octyl ester